6-(3,5-dimethylpyrazol-1-yl)-2-[1-(4,6-dimethylpyrimidin-2-yl)piperidin-4-yl]pyridazin-3-one CC1=NN(C(=C1)C)C=1C=CC(N(N1)C1CCN(CC1)C1=NC(=CC(=N1)C)C)=O